C1=C(C=C2C=CC(=C12)C=O)C=O Pentalene-2,6-dicarboxaldehyde